tert-butyl N-(4-[[3-([4-[1-(benzenesulfonyl)indol-3-yl]-5-chloropyrimidin-2-yl]amino)phenyl]carbamoyl]phenyl)carbamate C1(=CC=CC=C1)S(=O)(=O)N1C=C(C2=CC=CC=C12)C1=NC(=NC=C1Cl)NC=1C=C(C=CC1)NC(=O)C1=CC=C(C=C1)NC(OC(C)(C)C)=O